OC1(C(C=CC=C1)C(CC)=O)C 2-Hydroxy-2-methyl-phenyl-propan-1-one